5-[6-(4,4-Difluoropiperidin-1-yl)-5-fluoropyridin-3-yl]-1-methylpyrazole-3-carboxylic acid ethyl ester C(C)OC(=O)C1=NN(C(=C1)C=1C=NC(=C(C1)F)N1CCC(CC1)(F)F)C